1-methyl-1,2,4-triazol-3-amine CN1N=C(N=C1)N